2-acetamido-4-((4-aminobutyl)amino)-N-(5-nitrothiophen-2-yl)benzamide C(C)(=O)NC1=C(C(=O)NC=2SC(=CC2)[N+](=O)[O-])C=CC(=C1)NCCCCN